(1R,2S,5S)-3-[N-(t-Butoxycarbonyl)-3-methyl-L-valyl]-6,6-dimethyl-3-azabicyclo[3.1.0]hexane-2-carboxylic acid C(C)(C)(C)OC(=O)N[C@@H](C(C)(C)C)C(=O)N1[C@@H]([C@H]2C([C@H]2C1)(C)C)C(=O)O